tert-butyl 4-(2-(4-(5-chloro-2-(1H-1,2,3-triazol-1-yl)phenyl)-2,5-dioxopiperazin-1-yl)-3-phenylpropanamido)benzoate ClC=1C=CC(=C(C1)N1CC(N(CC1=O)C(C(=O)NC1=CC=C(C(=O)OC(C)(C)C)C=C1)CC1=CC=CC=C1)=O)N1N=NC=C1